2-(4,4-difluoropiperidin-1-yl)pyridin FC1(CCN(CC1)C1=NC=CC=C1)F